NC1CN(CCCC1)C1=C2C(=NC=C1)N(C(=N2)C2=CC(=C(C#N)C=C2)F)C2=C(C=C(C=C2)N2CC(CC2)OC)F 4-(7-(3-Aminoazepan-1-yl)-3-(2-fluoro-4-(3-methoxy-pyrrolidin-1-yl)phenyl)-3H-imidazo[4,5-b]pyridin-2-yl)-2-fluorobenzonitrile